4-chloro-3-(pyridin-2-yl)-1H-pyrazol-5-amine ClC=1C(=NNC1N)C1=NC=CC=C1